BrC1=NC(=C(C2=CC=CC=C12)Br)C=N[S@@](=O)C(C)(C)C (S)-N-((1,4-dibromoisoquinolin-3-yl)methylene)-2-methylpropan-2-sulfinamide